2-((2-(5-((3-chloro-5-(methylsulfonamido)phenyl)carbamoyl)-2-methylthiophen-3-yl)pyrimidin-5-yl)oxy)-2-methylpropanoic acid ClC=1C=C(C=C(C1)NS(=O)(=O)C)NC(=O)C1=CC(=C(S1)C)C1=NC=C(C=N1)OC(C(=O)O)(C)C